C(#N)C(CCC1COC2=CC=CC=C2C1NC(C)=O)(C)C N-(3-(3-CYANO-3-METHYLBUTYL)CHROMAN-4-YL)ACETAMIDE